2,6-dichloro-3,5-difluoropyridin-4-amine ClC1=NC(=C(C(=C1F)N)F)Cl